OC1/C=C/CC2C(C2CC1)C(=O)[O-] (E)-5-hydroxybicyclo[6.1.0]non-3-ene-9-carboxylate